(1s,2r,5r)-5-(4-chlorobenzyl)-2-(chloromethyl)-2-methyl-1-(1H-1,2,4-triazol-1-ylmethyl)cyclopentan-1-ol ClC1=CC=C(C[C@H]2CC[C@@]([C@]2(O)CN2N=CN=C2)(C)CCl)C=C1